tert-butyl (2R,4R)-4-((tert-butyldiphenylsilyl)oxy)-2-(((7-chloro-2,2-dimethyl-4-oxo-4H-benzo[d][1,3]dioxin-5-yl)oxy)methyl)pyrrolidine-1-carboxylate [Si](C1=CC=CC=C1)(C1=CC=CC=C1)(C(C)(C)C)O[C@@H]1C[C@@H](N(C1)C(=O)OC(C)(C)C)COC1=CC(=CC=2OC(OC(C21)=O)(C)C)Cl